tert-butyl (3-methyl-4-oxo-2-(pyridin-3-yl)-3,4-dihydro quinazolin-5-yl)carbamate CN1C(=NC2=CC=CC(=C2C1=O)NC(OC(C)(C)C)=O)C=1C=NC=CC1